1-vinyl-3-octadecyl-imidazole bromide salt [Br-].C(=C)N1CN(C=C1)CCCCCCCCCCCCCCCCCC